C(C)OC(=O)C(C[N+](C)(C)C)CC 2-ethoxycarbonylbutyl-(trimethyl)aminium